N-(7-methoxy-2-methyl-2H-indazol-5-yl)-1,1-diphenylmethanimine COC1=CC(=CC2=CN(N=C12)C)N=C(C1=CC=CC=C1)C1=CC=CC=C1